(trimethylphosphine) ruthenium dihydride [RuH2].CP(C)C